NC1=NC=CC(=C1Cl)SC=1N=C(C(=NC1)N1CCC2([C@@H]([C@@H](OC2)C)NC(OC(C)(C)C)=O)CC1)SC Tert-Butyl N-[(3S,4S)-8-[5-[(2-amino-3-chloropyridin-4-yl)sulfanyl]-3-(methyl-sulfanyl)pyrazin-2-yl]-3-methyl-2-oxa-8-azaspiro[4.5]decan-4-yl]carbamate